O=C(C(=O)O)C(C)C alpha-oxoisovaleric acid